(R)-3-((3-((6-(2-Hydroxy-4-(trifluoromethyl)phenyl)-5-methylpyridazin-3-yl)amino)piperidin-1-yl)methyl)bicyclo[1.1.1]pentan-1-ol OC1=C(C=CC(=C1)C(F)(F)F)C1=C(C=C(N=N1)N[C@H]1CN(CCC1)CC12CC(C1)(C2)O)C